C(CCC)N(C(=O)N(C1=C(C=CC=C1)C)C1=C(C=CC=C1)C)C1=C(C=CC=C1)C N-butyltritolyl-urea